5,8-dimethyl-N-(5-trifluoromethylpyridin-2-yl)isoquinolin-6-amine CC1=C2C=CN=CC2=C(C=C1NC1=NC=C(C=C1)C(F)(F)F)C